N1(CC=CC=C1)[O-] pyridin-1-olate